1-(2-Chloropyrimidin-4-yl)ethanone ClC1=NC=CC(=N1)C(C)=O